thiovinyl chloride C(=C/Cl)\S